3-hydroxy-5-methyl-benzonitrile OC=1C=C(C#N)C=C(C1)C